BrC=1C=C(C(=NC1)N)OCC1=CC=NN1C 5-bromo-3-[(1-methyl-1H-pyrazol-5-yl)methoxy]pyridin-2-amine